4-methoxy-2-(methylthio)pyrimidine-5-carboxylic acid COC1=NC(=NC=C1C(=O)O)SC